N=1C=CN2C1C=CC(=C2)C2=CNC=1N=C(N=CC12)N 5-(imidazo[1,2-a]pyridin-6-yl)-7H-pyrrolo[2,3-d]pyrimidin-2-amine